8-(2-((Methyl(2-(methylamino)ethyl)-amino)methyl)-5,6-dihydro-4H-pyrrolo[1,2-b]pyrazol-3-yl)-2-azaspiro[4.5]decan-3-one CN(CCNC)CC=1C(=C2N(N1)CCC2)C2CCC1(CC(NC1)=O)CC2